Cl.NC/C=C/CN1/C(/SC2=C1C(=CC(=C2)C(=O)N)OC)=N/C(=O)C2=CC(=NN2CC)C (Z)-3-((E)-4-aminobut-2-en-1-yl)-2-((1-ethyl-3-methyl-1H-pyrazole-5-carbonyl)imino)-4-methoxy-2,3-dihydrobenzo[d]thiazole-6-carboxamide hydrochloride